CN(CCCOC1=CC=C(C=N1)C1=CC=C2N=CC(=NC2=C1)N(C(=O)NC1CCC(CC1)C)C)C 1-(7-(6-(3-(dimethylamino)propoxy)pyridin-3-yl)quinoxalin-2-yl)-1-methyl-3-(4-methylcyclohexyl)urea